3-((2-azaspiro[3.3]heptan-2-yl)sulfonyl)-5'-methyl-4-pentyl-1',2',3',4'-tetrahydro-[1,1-biphenyl]-2,6-diol C1N(CC12CCC2)S(=O)(=O)C2=C(C(=C(C=C2CCCCC)O)C2CCCC(=C2)C)O